COC1=CC=C(CNC=2C=3N(C4=CC=C(C=C4N2)C2=CC=NN2C2OCCCC2)C=C(C3)CNS(=O)(=O)C)C=C1 N-((4-((4-methoxybenzyl)amino)-7-(1-(tetrahydro-2H-pyran-2-yl)-1H-pyrazol-5-yl)pyrrolo[1,2-a]quinoxalin-2-yl)methyl)methanesulfonamide